C(C)C1=NN(C2=C1C(NCC1(CCOCC1)C2)=O)C[C@@H](COC(C2=CC=C(C=C2)C)=O)C 4-methylbenzoic acid [(2S)-3-(3-ethyl-4-oxo-spiro[6,8-dihydro-5H-pyrazolo[4,3-c]azepin-7,4'-tetrahydropyran]-1-yl)-2-methyl-propyl] ester